N-(2-bromo-3-(7H-dibenzo[b,g]carbazol-7-yl)phenyl)-N-phenylnaphthalen-1-amine BrC1=C(C=CC=C1N1C2=CC=C3C(=C2C=2C=C4C(=CC12)C=CC=C4)C=CC=C3)N(C3=CC=CC4=CC=CC=C34)C3=CC=CC=C3